2-((1-(2-cyano-3-(3,3-dimethylazetidin-1-yl)-7-methylquinoxalin-5-yl)ethyl)amino)benzoic acid C(#N)C1=NC2=CC(=CC(=C2N=C1N1CC(C1)(C)C)C(C)NC1=C(C(=O)O)C=CC=C1)C